ammonium niobium oxide [O-2].[Nb+5].[NH4+].[O-2].[O-2]